CC1=CC=C(C=C1)S(=O)(=O)O.C(CC[C@@H](C(=O)O)NC(=O)C1=CC=C(NC[C@H]2CNC=3N=C(N)NC(=O)C3N2)C=C1)(=O)O (6S)-tetrahydrofolic acid p-toluenesulfonate